N-(3-(6-(2,6-difluoro-3,5-dimethoxyphenyl)-4,5,6,7-tetrahydro-1H-indazol-3-yl)-1H-pyrazol-4-yl)acrylamide FC1=C(C(=C(C=C1OC)OC)F)C1CCC=2C(=NNC2C1)C1=NNC=C1NC(C=C)=O